(S)-5-(4-fluorobenzyl)-N-(7-(3-hydroxy-3-methylbut-1-yn-1-yl)-5-methyl-4-oxo-2,3,4,5-tetrahydrobenzo[b][1,4]oxazepin-3-yl)-1H-1,2,4-triazole-3-carboxamide FC1=CC=C(CC2=NC(=NN2)C(=O)N[C@@H]2C(N(C3=C(OC2)C=CC(=C3)C#CC(C)(C)O)C)=O)C=C1